FC=1C=C2C(=C(NC2=CC1)C(=O)OCCC(C)C)C=1N=NN(C1)CC1CCN(CC1)CCNS(=O)(=O)C1=CC=C(C=C1)CC(C)C isopentyl 5-fluoro-3-(1-((1-(2-((4-isobutylphenyl)sulfonamido)ethyl)piperidin-4-yl)methyl)-1H-1,2,3-triazol-4-yl)-1H-indole-2-carboxylate